CCC1=C(C2=C([C@H](C[C@@]2(C)O)C)C(=C1C3=CC(=C(N3)O)C4=CC(=NC4=O)C5=C(C6=C(C(=C5CC)C)[C@@](C[C@H]6C)(C)O)C)C)C The molecule is a gamma-lactam that is an unusual red pigment isolated from the marine sponge Trikentrion laeve. It has been shown to exhibit anti-HIV1 activity. It has a role as a marine metabolite, an animal metabolite and an anti-HIV-1 agent. It is a pyrroline, a gamma-lactam, a tertiary alcohol and a diol.